N1=CC=NC2=CC(=CC=C12)C(C)=O (quinoxalin-6-yl)ethan-1-one